Ethyl hept-5-ene-2-carboxylate CC(CCC=CC)C(=O)OCC